FC=1C(=C(C=CC1)O)C=1N=NC(=C2C1C=NC=C2)N[C@@H]2[C@@H](CCCC2)O 3-fluoro-2-(1-(((1S,2R)-2-hydroxycyclohexyl)amino)pyrido[3,4-d]pyridazin-4-yl)phenol